C[C@H]1[C@H](NC[C@H](O1)C)CNC1=NC=C(C(=C1F)C)C(F)(F)F N-(((2S,3R,6R)-2,6-Dimethylmorpholin-3-yl)methyl)-3-fluoro-4-methyl-5-(trifluoromethyl)pyridin-2-amine